C(C)(C)(C)OC(=O)N1[C@@H]([C@@H]2O[C@@H]2C1)C(NC1=NC(=CC=C1)Br)=O (1S,2S,5R)-2-(6-bromopyridin-2-ylcarbamoyl)-6-oxa-3-azabicyclo[3.1.0]hexane-3-carboxylic acid tert-butyl ester